4-chloro-1-methyl-1H-pyrazolo[3,4-d]pyrimidine-6-carbonyl chloride ClC1=C2C(=NC(=N1)C(=O)Cl)N(N=C2)C